C(C)(C)(C)OC(NCCC(=O)N1CCC(CC1)[C@@H]1CCNC=2N1N=C(C2C(N)=O)C2=CC=C(C=C2)OC2=CC=CC=C2)=O (S)-(3-(4-(3-carbamoyl-2-(4-phenoxyphenyl)-4,5,6,7-tetrahydropyrazolo[1,5-a]pyrimidin-7-yl)piperidin-1-yl)-3-oxopropyl)carbamic acid tert-butyl ester